3-(tributoxysilyl)propyl-n-nonyldimethyl-ammonium chloride [Cl-].C(CCC)O[Si](CCC[N+](C)(C)CCCCCCCCC)(OCCCC)OCCCC